OC1=C(C(NC(=N1)C1=NC=C(C=C1)C)=O)C(F)(F)F 6-hydroxy-2-(5-methyl-2-pyridyl)-5-(trifluoromethyl)-4(3H)-pyrimidinone